tert-butyl rel-(3S,5R)-5-(benzyloxy)-3-((5-(2-bromo-4-(methoxymethoxy)-6-methylphenyl)pent-4-yn-1-yl)oxy)azepane-1-carboxylate C(C1=CC=CC=C1)O[C@H]1C[C@@H](CN(CC1)C(=O)OC(C)(C)C)OCCCC#CC1=C(C=C(C=C1C)OCOC)Br |o1:8,10|